1-(4-(6-chloro-8-fluoro-7-(5-methyl-1H-indazol-4-yl)-2-(tetrahydro-2H-pyran-4-yloxy)quinazolin-4-yl)piperazin-1-yl)prop-2-en-1-one ClC=1C=C2C(=NC(=NC2=C(C1C1=C2C=NNC2=CC=C1C)F)OC1CCOCC1)N1CCN(CC1)C(C=C)=O